CC=1CCCC(C1)C1=C(C=C(C=C1OCN(C(OCCOC)=O)C)CCCCC)OCN(C(OCCOC)=O)C bis(2-methoxyethyl) (((5'-methyl-4-pentyl-1',2',3',4'-tetrahydro-[1,1'-biphenyl]-2,6-diyl)bis(oxy))bis(methylene))bis(methylcarbamate)